N'-dimethylaminopropylenediamine CN(NC(CN)C)C